2,4-dicarboxylpiperidine C(=O)(O)C1NCCC(C1)C(=O)O